CC1(C[C@H](C[C@@H]1OCCCCC1=NC=2NCCCC2C=C1)N([C@H](C(=O)O)C=1C=C(C=C2CCO[C@H](C12)C)C)C)C (S)-2-(((1R,4S)-3,3-dimethyl-4-(4-(5,6,7,8-tetrahydro-1,8-naphthyridin-2-yl)butoxy)cyclopentyl)(methyl)amino)-2-((S)-1,6-dimethylisochroman-8-yl)acetic acid